The molecule is a benzoate ester resulting from the formal condensation of the carboxy group of salicylic acid with the anomeric hydroxy group of D-glucose. It has a role as a plant metabolite. It is an O-acyl carbohydrate, a D-glucoside, a benzoate ester and a member of phenols. It derives from a salicylic acid. C1=CC=C(C(=C1)C(=O)OC2[C@@H]([C@H]([C@@H]([C@H](O2)CO)O)O)O)O